2-(2,6-difluoro-3,5-dimethoxy-phenyl)ethynyl-trimethylsilane FC1=C(C(=C(C=C1OC)OC)F)C#C[Si](C)(C)C